3-(3-bromophenyl)-4-methoxy-3-(methoxymethyl)butan-2-one BrC=1C=C(C=CC1)C(C(C)=O)(COC)COC